[5-(1-methyl-1H-pyrazol-4-yl)-1-(tetrahydro-pyran-4-yl)-1H-pyrazolo[4,3-d]pyrimidin-7-yl]-amine CN1N=CC(=C1)C=1N=C(C2=C(N1)C=NN2C2CCOCC2)N